C1(=CC=CC=C1)SCCCC(=O)[O-] 4-(phenylthio)butyrate